C(OC=1C(=NC=CC1OC)C(N[C@H](C(=O)NN(C)C(C1=CC=C(C=C1)C)C1=CC=C(C=C1)C)C)=O)(OCC)=O (S)-2-((1-(2-(bis(4-methylphenyl)methyl)-2-methylhydrazineyl)-1-oxopropan-2-yl)carbamoyl)-4-methoxypyridin-3-yl ethyl carbonate